C(C=C)(=O)OC=1N(N=C2CCC(CC12)N(C)CC1=CC=CC=C1)C1=NC=CC=C1 5-(benzyl (methyl) amino)-2-(pyridin-2-yl)-4,5,6,7-tetrahydro-2H-indazol-3-yl acrylate